FC(C(C(F)(F)F)(C(F)(F)F)N(C(C(F)(F)F)(C(F)(F)F)C(F)(F)F)C(C(F)(F)F)(C(F)(F)F)C(F)(F)F)(F)F perfluorotri-tert-butylamine